ClC1=CC2=C(N=C(N(C2=O)C)C)C(=N1)C1=C(C=C(C=C1)F)F 6-chloro-8-(2,4-difluorophenyl)-2,3-dimethylpyrido[3,4-d]pyrimidin-4(3H)-one